trans-4-(1-((5-methoxy-7-methyl-1H-indol-4-yl)methyl)-4-(oxetan-3-yloxy)piperidin-2-yl)benzoic acid COC=1C(=C2C=CNC2=C(C1)C)CN1[C@H](C[C@@H](CC1)OC1COC1)C1=CC=C(C(=O)O)C=C1